4-[tert-butoxycarbonyl(methyl)amino]-2-[4,8-difluoro-6-(hydroxymethyl)-3,5,6,7-tetrahydrocyclopenta[f]benzimidazol-2-yl]pyrrolidine-1-carboxylate C(C)(C)(C)OC(=O)N(C1CC(N(C1)C(=O)[O-])C=1NC2=C(N1)C(=C1C(=C2F)CC(C1)CO)F)C